(R)-8-(5-(tert-butyl)thiazol-2-yl)-9-oxooctahydro-2H-pyrazino[1,2-a]pyrazine-2-carbonitrile C(C)(C)(C)C1=CN=C(S1)N1C([C@@H]2N(CCN(C2)C#N)CC1)=O